[Na].NC=1N=C(C2=C(C=NN(C2=O)CC2=C(C=C(C=C2)CN2CCCC2)OC)N1)N[C@@H](C)CCC (S)-2-amino-6-(2-methoxy-4-(pyrrolidin-1-ylmethyl)benzyl)-4-(pentan-2-yl-amino)pyrimido[4,5-d]pyridazin-5(6H)-one sodium